NC=1SC=C(N1)C(C(=O)OCC)C(C)C ethyl 2-(2-aminothiazol-4-yl)-3-methylbutanoate